C(C)(C)(C)OC[C@@H](C(=O)NC1=C(C=C(C(=O)OC)C=C1)F)NC(=O)OC(C)(C)C (S)-methyl 4-(3-(tert-butoxy)-2-((tert-butoxycarbonyl)amino)propionamido)-3-fluorobenzoate